β-glycidoxypropyl-methyl-dimethoxysilane C(C1CO1)OC(C[Si](OC)(OC)C)C